(2R,3R,4R,5R)-5-(2-amino-6-(methylamino)-9H-purin-9-yl)-4-fluoro-2-(((bis-((pivaloyloxy)methoxy)phosphoryl)oxy) methyl)-4-methyltetrahydrofuran-3-yl isobutanoate C(C(C)C)(=O)O[C@@H]1[C@H](O[C@H]([C@]1(C)F)N1C2=NC(=NC(=C2N=C1)NC)N)COP(=O)(OCOC(C(C)(C)C)=O)OCOC(C(C)(C)C)=O